N-(3-(tert-butyl)-5-cyclopropylbenzyl)-2-(N-(4-chlorobenzyl)-(2,3,4,5,6-pentafluorophenyl)sulfonamido)-N-(2-oxo-1,2,3,4-tetrahydropyrimidin-5-yl)acetamide C(C)(C)(C)C=1C=C(CN(C(CN(S(=O)(=O)C2=C(C(=C(C(=C2F)F)F)F)F)CC2=CC=C(C=C2)Cl)=O)C=2CNC(NC2)=O)C=C(C1)C1CC1